BrC1=CC(=C(C=C1OCC#C)NC(=O)N[C@@H](C)C=1N(N=CN1)C1=NC=CC=N1)F 1-(4-bromo-2-fluoro-5-prop-2-ynoxy-phenyl)-3-[(1S)-1-(2-pyrimidin-2-yl-1,2,4-triazol-3-yl)ethyl]urea